(2-METHYLPHENYL)ACETALDEHYDE CC1=C(C=CC=C1)CC=O